CN1C(N(CC1)C)=O 1,3-dimethylimidazolidine-2-one